C(#N)C1=CC=C(C=C1)C1(CCN(CC1)C(=O)C=1C(=C(C=CC1C)C1=C(C(=O)N)C=CC(=N1)NC(C)C)C)F (3-(4-(4-cyanophenyl)-4-fluoropiperidine-1-carbonyl)-2,4-dimethylphenyl)-6-(isopropylamino)nicotinamide